C(#C)C=1SC=C(N1)C 2-ethynyl-4-methylthiazole